(1-(3-bromo-2-methylphenyl)ethyl)carbamate BrC=1C(=C(C=CC1)C(C)NC([O-])=O)C